2-chloro-5-(pyridin-3-ylmethoxy)pyrimidine ClC1=NC=C(C=N1)OCC=1C=NC=CC1